ClC1=NC=C(C(=N1)N=S(=O)(C)C1=C(C=CC=C1)P(C)(C)=O)Cl (2-(N-(2,5-dichloropyrimidin-4-yl)-S-methylsulfonimidoyl)phenyl)dimethylphosphine oxide